FC(OC=1C=C(CC2CCC3(CN(C3)C(=O)C3CC(C3)(C)O)CC2)C=CC1)F (7-(3-(Difluoromethoxy)benzyl)-2-azaspiro[3.5]nonan-2-yl)((1s,3s)-3-hydroxy-3-methylcyclobutyl)methanone